6-Fluoro-5-nitrobenzofuran-3(2H)-one FC1=CC2=C(C(CO2)=O)C=C1[N+](=O)[O-]